BrC1=CC2=C(OC(=C2CO)C)C2=C1OC=C2 (5-bromo-2-methylbenzo[1,2-b:3,4-b']difuran-3-yl)methanol